IC1=CC(=NC(=C1)N1CCOCC1)NC(=O)C(C)(C)OC(C)=O acetic acid 1-[[4-iodo-6-(morpholin-4-yl) pyridin-2-yl] carbamoyl]-1-methylethyl ester